C(#N)C1=C(C=CC(=C1)F)N1CC2(C1)CC(C2)OC=2C=CC(=NC2C(=O)NC(CO)CC2COCC2)C=2C(=NC=CC2)OCC 5-{[2-(2-cyano-4-fluorophenyl)-2-azaspiro[3.3]heptan-6-yl]oxy}-2'-ethoxy-N-[1-hydroxy-3-(oxolan-3-yl)propan-2-yl]-[2,3'-bipyridine]-6-carboxamide